ClC1=CC=C2CC[C@@H](CC2=C1)N1[C@@H](C[C@@H](C1)COC1=CC=C(C=C1)S(=O)(=O)C)C (2R,4S)-1-[(2S)-7-chloro-1,2,3,4-tetrahydronaphthalen-2-yl]-4-[(4-methanesulfonylphenoxy)methyl]-2-methylpyrrolidine